2-(2,6-bis(benzyloxy)pyridin-3-yl)-5-(3-hydroxyazetidin-1-yl)benzonitrile C(C1=CC=CC=C1)OC1=NC(=CC=C1C1=C(C#N)C=C(C=C1)N1CC(C1)O)OCC1=CC=CC=C1